(S)-tert-Butyl 4'-((5-((1-(4-chlorophenyl)ethyl)carbamoyl)-2,3-dimethyl-1H-indol-1-yl)methyl)-[1,1'-biphenyl]-2-carboxylate ClC1=CC=C(C=C1)[C@H](C)NC(=O)C=1C=C2C(=C(N(C2=CC1)CC1=CC=C(C=C1)C=1C(=CC=CC1)C(=O)OC(C)(C)C)C)C